C1(CC1)C1=C(C=C(C(=C1)CN1CCC2(CN(C(O2)=O)C2=CC=C(C=C2)S(=O)(=O)NCCOCCO)CC1)OCC)C1=CC=C(C=C1)F 4-(8-((2-cyclopropyl-5-ethoxy-4'-fluoro-[1,1-biphenyl]-4-yl)methyl)-2-oxo-1-oxa-3,8-diazaspiro[4.5]decan-3-yl)-N-(2-(2-hydroxyethoxy)ethyl)benzenesulfonamide